C(C1=CC=CC=C1)N(C1CCC2(CCCN(C2)C(=O)OC(C)(C)C)CC1)CC1=CC=CC=C1 tert-butyl 9-(dibenzylamino)-2-azaspiro[5.5]undecane-2-carboxylate